COC1=NC=C(C=C1C(=O)N)NC(C(=O)N1C(CCC(C1)C)C1=CC=CC=C1)=O 2-Methoxy-5-[[2-(5-methyl-2-phenyl-1-piperidyl)-2-oxo-acetyl]amino]pyridine-3-carboxamide